ethyl 2-(2-chloro-4-phenoxyphenyl)-7-hydroxy-2H-pyrazolo[4,3-b]pyridine-3-carboxylate ClC1=C(C=CC(=C1)OC1=CC=CC=C1)N1N=C2C(N=CC=C2O)=C1C(=O)OCC